4-(4-Fluorophenyl)-2-(4-hydroxyphenyl)-5-(4-pyridyl)1H-imidazole FC1=CC=C(C=C1)C=1N=C(NC1C1=CC=NC=C1)C1=CC=C(C=C1)O